C1(CC1)CC(=O)NC1=CC(=C(C=N1)C(=O)NC([2H])([2H])[2H])NC1=NC=CC(=C1OC)C1=NOC(=N1)C 6-(2-Cyclopropylacetylamino)-4-{[3-methoxy-4-(5-methyl-1,2,4-oxadiazol-3-yl)pyridin-2-yl]amino}-N-(2H3)methylpyridine-3-carboxamide